C1=CC=CC=2C3=CC=CC=C3N(C12)C=1C=C(C=CC1)C1=CC=C(C=C1)N(C=1C=C(C(=CC1)C1=CC=CC=C1)C1=CC=CC=C1)C=1C=CC2=C(OC3=C2C=CC=C3)C1 N-(3'-(9H-carbazol-9-yl)-[1,1'-biphenyl]-4-yl)-N-(dibenzofuran-3-yl)-[1,1':2',1''-terphenyl]-4'-amine